C(C)C=1N=CC(=NC1)NC1=NNC(=C1)C1=C(C=CC=C1OC[C@@H]1CNCCC1)OC (S)-5-ethyl-N-(5-(2-methoxy-6-(piperidin-3-ylmethoxy)phenyl)-1H-pyrazol-3-yl)pyrazin-2-amine